5-chloro-3-(3-fluoro-4-hydroxybenzamido)-N-(2-(4-methylpiperazin-1-yl)ethyl)thiophene-2-carboxamide ClC1=CC(=C(S1)C(=O)NCCN1CCN(CC1)C)NC(C1=CC(=C(C=C1)O)F)=O